C(#N)CN1C[C@@H]2[C@H](C1)CC(C2)NC2=C1C(=NC=C2C=2SC(=CN2)/C=C/CC(=O)O)NC=C1 (E)-4-(2-(4-(((3aR,5s,6aS)-2-(cyanomethyl)octahydrocyclopenta[c]pyrrol-5-yl)-amino)-1H-pyrrolo[2,3-b]pyridin-5-yl)thiazol-5-yl)but-3-enoic acid